C(CCCCCCCCCCCCCCCCCCCCCC=CC)(=O)O 23-Pentacosenoic acid